C(C1=CC=CC=C1)N1N=C2C(N(CCC2=C1Cl)[C@@H]1C(NC2=C(OC1)C=CC(=N2)C#CC(C)(C)O)=O)=O (S)-3-(2-benzyl-3-chloro-7-oxo-2,4,5,7-tetrahydro-6H-pyrazolo[3,4-c]pyridin-6-yl)-7-(3-hydroxy-3-methylbut-1-yn-1-yl)-2,3-dihydropyrido[3,2-b][1,4]oxaazepin-4(5H)-one